CC(CCCC)(C=CC(CCCC)(O)C)O 5,8-dimethyl-6-dodecene-5,8-diol